Cl.C(CCC)NC(=O)C=1C=C(C(=NC1)C1=CC=C(C=C1)OC)C1=CC=C(C(=O)O)C=C1 4-(5-(butylcarbamoyl)-2-(4-methoxyphenyl)pyridin-3-yl)benzoic acid hydrochloride